(3R,3aS,4R,5R,7R,9R,9aR,12R)-7-(2-hydroxyethyl)-3-methoxy-4,7,9,12-tetramethyl-8-oxodecahydro-4,9a-propanocyclopenta[8]annulen-5-yl-2-(tosyloxy)acetate OCC[C@]1(C[C@H]([C@@]2([C@@H]3[C@]([C@H](C1=O)C)(CC[C@H]3OC)CC[C@H]2C)C)C(C(=O)[O-])OS(=O)(=O)C2=CC=C(C)C=C2)C